BrC=1C=C(C=CC1)C(C(=O)O)(CCCC1(CC1)CO)C 2-(3-bromophenyl)-5-(1-(hydroxymethyl)cyclopropyl)-2-methylpentanoic acid